CC(CC1=CC=2C(N=C1)=NN(C2)C=2C=C(C=CC2F)N2CCC2)(C)C N-{3-[5-(2,2-dimethylpropyl)-2H-pyrazolo[3,4-b]pyridin-2-yl]-4-fluorophenyl}azetidine